C1(C=CC(C=C1)C1=C(C=CC(=C1)[N+](=O)[O-])S(=O)(=O)N)C1=C(C=CC(=C1)[N+](=O)[O-])S(=O)(=O)N (cyclohexa-2,5-diene-1,4-diyl)bis(4-nitrobenzenesulfonamide)